N-nonenylamino-peroxycaproic acid C(=CCCCCCCC)NC(C(=O)OO)CCCC